BrC1=C(C=C(C=C1)S(=O)(=O)N1CC=CC=C1)C 1-((4-bromo-3-methylphenyl)sulfonyl)pyridine